BrC=1C=CC(=NC1)C(=O)N1[C@@H](CCC1)C(=O)OC(C)(C)C tert-butyl (2S)-1-(5-bromopyridine-2-carbonyl)pyrrolidine-2-carboxylate